NC1=NC=2C=CC(=CC2C2=C1COC2)C(=O)N(CC=2N=NC(=CC2)C(F)(F)F)CC 4-amino-N-ethyl-N-((6-(trifluoromethyl)-3-pyridazinyl)methyl)-1,3-dihydrofuro[3,4-c]quinoline-8-carboxamide